BrC1=C2CC(N(C2=CC=C1C(F)(F)F)CC)=O 4-Bromo-1-ethyl-5-(trifluoromethyl)indolin-2-one